ClC1=C(C(=CC=C1)Cl)C=1OC(=C(N1)C#N)NC1=CC(=C(C=C1)C(=O)N1CCS(CC1)(=O)=O)F 2-(2,6-dichlorophenyl)-5-[3-fluoro-4-(1,1-dioxo-1,4-thiazinane-4-carbonyl)anilino]oxazole-4-carbonitrile